[Si](C)(C)(C(C)(C)C)OC[C@H]1N(C[C@@H]1OS(=O)(=O)C(F)(F)F)C(=O)OC(C)(C)C tert-butyl (2R,3S)-2-[[tert-butyl(dimethyl)silyl]oxymethyl]-3-(trifluoromethylsulfonyloxy)azetidine-1-carboxylate